C(CCC)[Sn](C=1SC=CC1)(CCCC)CCCC tributyl-(2-thienyl)tin